2-(4-chloro-3-methoxy-1,2-oxazol-5-yl)-3-methylbutanoic acid ClC=1C(=NOC1C(C(=O)O)C(C)C)OC